bis[6-(3,5-dimethoxyphenyl)-1H-indolyl]chlorophosphine COC=1C=C(C=C(C1)OC)C1=CC=C2C=CN(C2=C1)P(Cl)N1C=CC2=CC=C(C=C12)C1=CC(=CC(=C1)OC)OC